N-(3-chloro-2-methylphenyl)-2-(methoxymethyl)-1-methyl-6-({[2-(trifluoromethyl)phenyl]carbonyl}amino)-1H-benzimidazole-4-carboxamide ClC=1C(=C(C=CC1)NC(=O)C1=CC(=CC=2N(C(=NC21)COC)C)NC(=O)C2=C(C=CC=C2)C(F)(F)F)C